3-(5-((8-(4-cyanophenyl)-2,3-Dihydro-4H-pyrido[4,3-b][1,4]oxazin-4-yl)sulfonyl)-4,5-dihydroisoxazol-3-yl)benzonitrile C(#N)C1=CC=C(C=C1)C1=CN=CC2=C1OCCN2S(=O)(=O)C2CC(=NO2)C=2C=C(C#N)C=CC2